spiro[fluorene-9,9'-xanthene]-2,7-diamine C1=CC=CC=2OC3=CC=CC=C3C3(C12)C1=CC(=CC=C1C=1C=CC(=CC13)N)N